NC=1NC(C=2N=CN(C2N1)[C@@H]1O[C@@H]([C@H]([C@]1(F)Cl)O)CO)=O 2-amino-9-((2R,3S,4R,5R)-3-chloro-3-fluoro-4-hydroxy-5-(hydroxymethyl)tetrahydrofuran-2-yl)-1H-purin-6(9H)-one